C(C1=CC=CC=C1)OC1=NC(=CC=C1C1=CC=C(C=C1)N1CCC2(CCN(CC2)C(=O)OC(C)(C)C)CC1)OCC1=CC=CC=C1 tert-butyl 9-[4-(2,6-dibenzyloxy-3-pyridyl)phenyl]-3,9-diazaspiro[5.5]undecane-3-carboxylate